tert-butyl (2R,4R)-3,3-difluoro-2-(hydroxymethyl)-4-{(methanesulfonyl)[(4-methoxyphenyl)methyl]amino}pyrrolidine-1-carboxylate FC1([C@H](N(C[C@H]1N(CC1=CC=C(C=C1)OC)S(=O)(=O)C)C(=O)OC(C)(C)C)CO)F